4-(2-((phenethylamino)methyl)phenyl)piperazine-1-carboxylate C(CC1=CC=CC=C1)NCC1=C(C=CC=C1)N1CCN(CC1)C(=O)[O-]